NC1=NC=2C=CC(=CC2C2=C1COCC2)C(=O)N2[C@H](COCC2)C2=CC=C(C=C2)OC(F)(F)F (5-amino-1,4-dihydro-2H-pyrano[3,4-c]quinolin-9-yl)((3S)-3-(4-(trifluoromethoxy)phenyl)-4-morpholinyl)methanone